ClC=1C(=C(C(=O)C2=NC=NC3=CC(=C(C=C23)OC2CCN(CC2)C(C=C)=O)OC)C=CC1Cl)F 1-(4-((4-(3,4-dichloro-2-fluorobenzoyl)-7-methoxyquinazolin-6-yl)oxy)piperidin-1-yl)prop-2-en-1-one